4,5-difluoro-3-(phenylmethoxy)benzoic acid FC1=C(C=C(C(=O)O)C=C1F)OCC1=CC=CC=C1